tert-Butyl 5-(2,4,5-trifluoro-3-methoxyphenyl)thiophene-2-carboxylate FC1=C(C=C(C(=C1OC)F)F)C1=CC=C(S1)C(=O)OC(C)(C)C